3-Fluorobenzoyl chloride FC=1C=C(C(=O)Cl)C=CC1